CC(=O)N(C1CCN(CC1)CCC2=CC=CC=C2)C3=CC=CC=C3 N-(1-Phenethylpiperidin-4-yl)-N-phenylacetamide